C12N(CC(NC1)CC2)C=2C1=C(N=C(N2)OC[C@]23CCCN3C[C@@H](C2)F)C(=C(N=C1)C1=CC(=CC2=CC=C(C(=C12)CC)F)O)F 4-(4-(2,5-Diazabicyclo[2.2.2]octan-2-yl)-8-fluoro-2-(((2R,7aS)-2-fluorotetrahydro-1H-pyrrolizin-7a(5H)-yl)methoxy)pyrido[4,3-d]pyrimidin-7-yl)-5-ethyl-6-fluoronaphthalen-2-ol